5-amino-3-bromo-1-((2,2-difluorocyclopropyl)methyl)-1H-pyrazole-4-carbonitrile NC1=C(C(=NN1CC1C(C1)(F)F)Br)C#N